CC=1OC(=CC1C(=O)NC1=NC(=NS1)CC(C)N)C1=CC(=CC=C1)C(F)(F)F 2-methyl-5-(3-(trifluoromethyl)phenyl)-N-(3-(2-aminopropyl)-1,2,4-thiadiazol-5-yl)furan-3-carboxamide